C(\C=C\C1=CC(OC)=C(O)C(OC)=C1)(=O)OC[C@@H](OC(\C=C\C1=CC(OC)=C(O)C(OC)=C1)=O)COP(=O)(O)OCCN 1,2-di-sinapoyl-sn-glycero-3-phosphoethanolamine